(2s,4r)-1-(2-(1H-1,2,3-triazol-5-yl)acetyl)-4-fluoropyrrolidine-2-carboxylic acid N1N=NC=C1CC(=O)N1[C@@H](C[C@H](C1)F)C(=O)O